ethyl (E)-3-(1-(2-bromo-5-methylphenoxy)cyclopropyl)acrylate BrC1=C(OC2(CC2)/C=C/C(=O)OCC)C=C(C=C1)C